O=C1NC(CCC1C1=CC=C(CCN2CCC(CC2)N2CCN(CC2)C=2C=C3C(N(C(C3=CC2)=O)[C@H](CS(=O)(=O)C)C2=CC(=C(C=C2)OC)OCC)=O)C=C1)=O 5-(4-(1-(4-(2,6-dioxopiperidin-3-yl)phenethyl)piperidin-4-yl)piperazin-1-yl)-2-((S)-1-(3-ethoxy-4-methoxyphenyl)-2-(methylsulfonyl)ethyl)isoindoline-1,3-dione